tert-butyl (((2R*,3S*)-4-bromo-5-chloro-3-methyl-2-phenyl-2,3-dihydrobenzofuran-2-yl)methyl)carbamate BrC1=C(C=CC2=C1[C@@H]([C@@](O2)(C2=CC=CC=C2)CNC(OC(C)(C)C)=O)C)Cl |o1:7,8|